C(C)N(CC)C[C@@H]1[C@H]([C@]2([C@](C3=C(C=NC=C3OC)O2)([C@@H]1O)O)C1=CC=C(C#N)C=C1)C1=CC=CC=C1 4-((4bS,5R,6S,7S,7aR)-6-((Diethylamino)methyl)-4b,5-dihydroxy-4-methoxy-7-phenyl-4b,5,6,7-tetrahydro-7aH-cyclopenta[4,5]furo[2,3-c]pyridin-7a-yl)benzonitrile